[OH-].[Ti+3].[OH-].[OH-] titanium(III) hydroxide